C[C@@H]1C=CN[C@H]1C(=O)O 4-methyl-pyrroline-5-carboxylic acid